O=C1NC(CCC1N1C(C2=CC=C(C=C2C1=O)NS(=O)(=O)C=1C=NC=CC1)=O)=O N-(2-(2,6-dioxopiperidin-3-yl)-1,3-dioxoisoindolin-5-yl)pyridine-3-sulfonamide